CC1=C(C=CC(=C1CC1OC=CCC1)OCCCC)C(=O)O 6-methyl-2-n-butoxy-5-carboxybenzyl-3,4-dihydropyran